C(C=C)(=O)N1CC(CC1)C=1C=C(N2C=NC=CC21)C2=C(C=C(C(=O)NC1=NC=CC(=C1)C(F)(F)F)C=C2)F 4-(5-(1-propenoylpyrrolidin-3-yl)pyrrolo[1,2-c]pyrimidin-7-yl)-3-fluoro-N-(4-(trifluoromethyl)pyridin-2-yl)benzamide